FC=1C=C(C=C(C1)N(C(=O)C1CCCCC1)CC1=CC=CC=2C=C3C=NN(C3=C(C21)F)C)/C=C/C(=O)OC methyl (E)-3-(3-fluoro-5-(N-((9-fluoro-1-methyl-1H-benzo[f]indazol-8-yl)methyl)cyclohexanecarboxamido)phenyl)acrylate